C(#N)CC1=C2C(=NNC2=CC=C1)C1=CC=CC=C1 Cyanomethyl-phenyl-indazole